3-isobutyryl-2-isopropylpyrazolo(1,5-a)pyridine C(C(C)C)(=O)C=1C(=NN2C1C=CC=C2)C(C)C